3-ethylpent-3-en-1-ol C(C)C(CCO)=CC